2-Amino-6-(2-hydroxycycloheptyl)-4-ethoxy-6,7-dihydro-5H-pyrrolo[3,4-d]pyrimidin-5-one NC=1N=C(C2=C(N1)CN(C2=O)C2C(CCCCC2)O)OCC